ClC1=CC(=C2C(=N1)OC(=N2)C2=C(C=C(C=C2)NC(=O)N2C[C@@H](CC2)O)F)CC (R)-N-(4-(5-chloro-7-ethyloxazolo[5,4-b]pyridin-2-yl)-3-fluorophenyl)-3-hydroxypyrrolidine-1-carboxamide